COC1=CC=CC=C1C(=O)C2=CC=CC=C2 METHOXYBENZOPHENONE